amino-1-(2-methyl-3-pyridyl)-7-(2,2,2-trifluoroethyl)quinazolin-2-one hydrochloride Cl.NC1=NC(N(C2=CC(=CC=C12)CC(F)(F)F)C=1C(=NC=CC1)C)=O